C(C1=CC=CC=C1)N1C(CCC1=O)(C)C=1C=C2C=NN(C2=CC1)C1=CC=C(C=C1)F 1-benzyl-2-(1-(4-fluorophenyl)-1H-indazol-5-yl)-2-methyl-5-oxopyrrolidin